3-(hex-4-yn-1-yl)thiophene methyl-fluoropicolate CC1=C(C(=NC=C1)C(=O)O)F.C(CCC#CC)C1=CSC=C1